tert-butyl (2-(5-methyl-1,3,4-oxadiazol-2-yl)benzyl)carbamate CC1=NN=C(O1)C1=C(CNC(OC(C)(C)C)=O)C=CC=C1